N-(2-(4-trifluoromethylbenzyl)benzothiazol-4-yl)-2-oxo-2H-chromene-8-amide FC(C1=CC=C(CC=2SC3=C(N2)C(=CC=C3)NC(=O)C=3C=CC=C2C=CC(OC32)=O)C=C1)(F)F